O=C1NC(CCC1N1C(C2=CC=CC(=C2C1=O)NC12CC(C1)(C2)C(=O)O)=O)=O 3-{[2-(2,6-dioxopiperidin-3-yl)-1,3-dioxo-2,3-dihydro-1H-isoindol-4-yl]amino}bicyclo[1.1.1]pentane-1-carboxylic acid